[(3S)-1-methyl-5-oxo-pyrrolidin-3-yl]4-[3-(2-tetrahydrofuran-3-yloxy-3-pyridyl)pyrazolo[1,5-a]pyrimidin-5-yl]piperazine-1-carboxylate CN1C[C@H](CC1=O)OC(=O)N1CCN(CC1)C1=NC=2N(C=C1)N=CC2C=2C(=NC=CC2)OC2COCC2